5-fluoro-2-(4-methoxypiperidin-1-yl)-3-nitropyridine FC=1C=C(C(=NC1)N1CCC(CC1)OC)[N+](=O)[O-]